O[C@@H]1[C@H](CCC1)CC1=CC=C(C=C1)[C@@H](C(=O)O)C (S)-2-(4-(((1R,2S)-2-hydroxycyclopentyl)methyl)phenyl)propionic acid